3'-ACETYL-BIPHENYL-3-CARBOXYLIC ACID C(C)(=O)C=1C=C(C=CC1)C1=CC(=CC=C1)C(=O)O